3-methylcyclopentanone CC1CC(CC1)=O